C(C)(C)(C)C=1C=CC=C(C1O)C(C)(C)C 3,5-bis(t-butyl)-4-hydroxybenzene